ClC1=CC2=C(S1)C1(CC(NCC1)C)OCC2OC 2-chloro-4-methoxy-2'-methyl-spiro[4,5-dihydrothieno[2,3-C]pyran-7,4'-piperidine]